ONC(\C=C\C1=C(C=CC=C1)N1CCC(CC1)NS(=O)(=O)C(C)C)=O (E)-N-hydroxy-3-(2-(4-((1-methylethyl)sulfonamido)piperidin-1-yl)phenyl)acrylamide